N1(N=CN=C1)CC=1SC2=C(N(C=3C(N(N=CC32)CC3=NNC=C3)=O)C)N1 2-((1H-1,2,4-triazol-1-yl)methyl)-6-((1H-pyrazol-3-yl)methyl)-4-methyl-4H-thiazolo[5',4':4,5]pyrrolo[2,3-d]pyridazin-5(6H)-one